C(N)(=N)C=1C=C(SC1)CNC(=O)[C@H]1N(CC2(OCCO2)C1)C(CN1C(C2=CC=C(C=C2CC1)C1=C(C=C(C=C1)F)F)=O)=O (S)-N-((4-carbamimidoylthiophen-2-yl)methyl)-7-(2-(6-(2,4-difluorophenyl)-1-oxo-3,4-dihydroisoquinolin-2(1H)-yl)acetyl)-1,4-dioxa-7-azaspiro[4.4]nonane-8-carboxamide